C(CCCCCCCCCCCCCCCCC)N(CCCCCCCCCCCCCCCCCC)CC=1N=NNC1 (di-n-octadecylaminomethyl)triazole